hexadecyl-tellurium oxide C(CCCCCCCCCCCCCCC)[Te]=O